CN1N=C(N=C1N1C(CCC1)C#N)CCC1=CC=CC=C1 1-(1-methyl-3-phenethyl-1H-1,2,4-triazol-5-yl)pyrrolidine-2-carbonitrile